BrC1=CC=CC(=N1)C1=CN=C2N1C=CC(=C2)OC(F)F 3-(6-bromo-2-pyridyl)-7-(difluoromethoxy)imidazo[1,2-a]pyridine